racemic-(1R,2S)-2-allylcyclohexane-1-sulfonamide C(C=C)[C@H]1[C@@H](CCCC1)S(=O)(=O)N |r|